tert-butyl 5-(4-(methoxycarbonyl) phenyl)-2-oxa-5,8-diazaspiro[3.5]nonane-8-carboxylate COC(=O)C1=CC=C(C=C1)N1C2(COC2)CN(CC1)C(=O)OC(C)(C)C